2-(1-(3-(benzyloxy)phenyl)ethyl)-10H-phenothiazine C(C1=CC=CC=C1)OC=1C=C(C=CC1)C(C)C1=CC=2NC3=CC=CC=C3SC2C=C1